6-(2,4-difluorophenyl)-2-(pyridin-4-yloxymethyl)imidazo[1,2-a]pyrimidine FC1=C(C=CC(=C1)F)C=1C=NC=2N(C1)C=C(N2)COC2=CC=NC=C2